Endo-4-(2-amino-2-methylpropanoyl)-N-(1-(4-((6-amino-3-azabicyclo[3.1.0]hex-3-yl)methyl)cyclohex-1-en-1-yl)-2-oxo-1,2-dihydropyrimidin-4-yl)piperazine-1-carboxamide hydrochloride Cl.NC(C(=O)N1CCN(CC1)C(=O)NC1=NC(N(C=C1)C1=CCC(CC1)CN1CC2C(C2C1)N)=O)(C)C